4-(4-(BENZYLTHIO)-1H-1,2,3-TRIAZOL-1-YL)-2-(TRIFLUOROMETHYL)PYRIDINE C(C1=CC=CC=C1)SC=1N=NN(C1)C1=CC(=NC=C1)C(F)(F)F